C(CC#C)NC1=CC=NC2=CC=CC=C12 N-(but-3-yn-1-yl)quinolin-4-amine